C(C=C)C=1CCCCN(C1C(=C(C)O)C(C)=O)S(=O)(=O)C1=CC=C(C=C1)Cl 6-allyl-7-(1-acetyl-2-hydroxy-1-propenyl)-1-p-chlorobenzenesulfonyl-2,3,4,5-tetrahydro-1H-azepine